[Si](C)(C)(C(C)(C)C)NS(=O)(=O)[C@H](CC)CCC=C (R)-N-(tert-butyldimethylsilyl)hept-6-ene-3-sulfonamide